N-(7-(4-amino-5-(4-methoxyphenyl)-7-methyl-7H-pyrrolo[2,3-d]pyrimidin-6-yl)spiro[3.5]nonan-2-yl)acrylamide NC=1C2=C(N=CN1)N(C(=C2C2=CC=C(C=C2)OC)C2CCC1(CC(C1)NC(C=C)=O)CC2)C